2-(3-chloro-4-fluorophenyl)-4-(dibenzo[b,d]furan-1-yl)-6-phenyl-1,3,5-triazine ClC=1C=C(C=CC1F)C1=NC(=NC(=N1)C1=CC=CC=2OC3=C(C21)C=CC=C3)C3=CC=CC=C3